C(C1=CC=CC=C1)NC(=O)C1=CN(C2=C1C(=NC=1C(=C(C(=CC21)CCC#N)C2=CC(=CC1=CC=CC=C21)O)F)OC[C@H]2N(CCC2)C)C2C1CNC2C1 N-Benzyl-1-(2-azabicyclo[2.1.1]hexan-5-yl)-8-(2-cyanoethyl)-6-fluoro-7-(3-hydroxynaphthalen-1-yl)-4-(((S)-1-methylpyrrolidin-2-yl)methoxy)-1H-pyrrolo[3,2-c]quinoline-3-carboxamide